C(#N)C=1C(=NC=CN1)CS(=O)(=O)NC (3-cyanopyrazin-2-yl)-N-methylmethanesulfonamide